[PH2]([O-])=O.OC[Al+2].[PH2]([O-])=O hydroxymethyl-aluminum phosphinate